O1[C@H](COCC1)CNC1=C2C(=NC=3C=C(C(=CC13)OC)OCCCN1CCCC1)CCC2 N-{[(2S)-1,4-dioxan-2-yl]methyl}-7-methoxy-6-[3-(pyrrolidin-1-yl)propoxy]-1H,2H,3H-cyclopenta[b]quinolin-9-amine